4-isocyanato-benzonitrile N(=C=O)C1=CC=C(C#N)C=C1